C(=O)(O)C1=CC=C(C(=O)C2=CC=C(C=C2)C(=O)O)C=C1 4,4'-dicarboxyl-benzophenone